(1S)-4-bromo-7-(difluoromethylsulfanyl)-1-(ethoxymethoxy)-2,2-difluoro-indane BrC1=C2CC([C@H](C2=C(C=C1)SC(F)F)OCOCC)(F)F